C[C@]12CC3(CC(C[C@@](C1)(C3)C)C2)NC(NC2=CC=C(C(=O)N3CC(CCC3)C(=O)NO)C=C2)=O 1-(4-{3-[(1r,3R,5S,7r)-3,5-dimethyladamantane-1-yl]ureido}benzoyl)-N-hydroxypiperidine-3-carboxamide